(2R,3S)-3-[(2-aminopyridin-4-yl)methyl]-2-(methylsulfonyl)-4-oxo-N-[(1R)-1-phenylethyl]azetidine-1-carboxamide trifluoroacetate salt FC(C(=O)O)(F)F.NC1=NC=CC(=C1)C[C@@H]1[C@H](N(C1=O)C(=O)N[C@H](C)C1=CC=CC=C1)S(=O)(=O)C